5-((pyrimidin-5-ylmethyl)amino)-7-(4-(trifluoromethyl)phenyl)-3,4-dihydroisoquinoline N1=CN=CC(=C1)CNC1=C2CCN=CC2=CC(=C1)C1=CC=C(C=C1)C(F)(F)F